FC1=CC2=C(N=C(S2)N)C=C1C 6-fluoro-5-methylbenzo[d]thiazol-2-amine